N-alpha-methyl-L-histidinamide CN[C@@H](CC1=CN=CN1)C(=O)N